3-{5-[7-chloro-4-(dimethylamino)isoquinolin-1-yl]-1-oxo-2,3-dihydro-1H-isoindol-2-yl}piperidine-2,6-dione ClC1=CC=C2C(=CN=C(C2=C1)C=1C=C2CN(C(C2=CC1)=O)C1C(NC(CC1)=O)=O)N(C)C